ClC=1C(N(N=CC1NC[C@@H]1COCCC1)[C@@H]1CC(N(CC1)[C@@H](C)C1=CC=CC=C1)=O)=O 4-chloro-2-((S)-2-oxo-1-((S)-1-phenylethyl)piperidin-4-yl)-5-((((R)-tetrahydro-2H-pyran-3-yl)methyl)amino)pyridazin-3(2H)-one